ethyl 5-(2-aminoethoxy)-1-(4-(3-(trifluoromethyl) benzyl) pyridin-2-yl)-1H-pyrazole-4-carboxylate hydrochloride Cl.NCCOC1=C(C=NN1C1=NC=CC(=C1)CC1=CC(=CC=C1)C(F)(F)F)C(=O)OCC